C(C1=CC=CC=C1)OC(=O)C(CCC[C@@H](N)C(=O)O)N 6-((Benzyloxy)carbonyl)-D-lysine